BrC1=NNC=N1 3-bromo-1H-1,2,4-triazol